IC1=NNC2=CC=C(C=C12)OC 3-iodo-5-methoxy-1H-indazole